C1=NC=CC2=C1C1=C(O2)C=CC=C1 benzofurano[3,2-c]pyridine